methyl methacrylamidoacetate C(C(=C)C)(=O)NCC(=O)OC